N-[(1S)-1-(4-bromopyridin-2-yl)propyl]-4-(6-ethoxypyrazin-2-yl)-2-fluorobenzamide BrC1=CC(=NC=C1)[C@H](CC)NC(C1=C(C=C(C=C1)C1=NC(=CN=C1)OCC)F)=O